FC=1C=C(C=CC1)C1=CNC2=NC=C(C=C21)C=2C(=NN(C2)C2CCN(CC2)C)OC 3-(3-fluorophenyl)-5-(3-methoxy-1-(1-methylpiperidin-4-yl)-1H-pyrazol-4-yl)-1H-pyrrolo[2,3-b]pyridine